1-Dodecyl-3-butylpyrrolium triflat [O-]S(=O)(=O)C(F)(F)F.C(CCCCCCCCCCC)[NH+]1C=C(C=C1)CCCC